3-(1-amino-4-bromo-1-(2,5-difluorophenyl)but-3-yn-1-yl)-1-methylpyridin-2(1H)-one NC(CC#CBr)(C1=C(C=CC(=C1)F)F)C=1C(N(C=CC1)C)=O